5-(3'-chloro-5-fluoro-2-hydroxy-4'-(3-methyl-2-oxoimidazolidin-1-yl)-[1,1'-biphenyl]-3-yl)-3-(piperazin-1-yl)picolinic acid ClC=1C=C(C=CC1N1C(N(CC1)C)=O)C1=C(C(=CC(=C1)F)C=1C=C(C(=NC1)C(=O)O)N1CCNCC1)O